(S)-3,4-dichloro-2-(3-(1-isopropylpiperidin-4-yl)-6,7-dihydro-5H-pyrrolo[1,2-a]imidazol-6-yl)phenol ClC=1C(=C(C=CC1Cl)O)[C@@H]1CC=2N(C(=CN2)C2CCN(CC2)C(C)C)C1